ClC1=C(C(=C(C=C1OC)OC)Cl)C1=CC=2C(=CN=C(C2)N[C@@H]2COCC[C@@H]2N)O1 (3S,4S)-N3-(2-(2,6-dichloro-3,5-dimethoxyphenyl)furo[2,3-c]pyridin-5-yl)tetrahydro-2H-pyran-3,4-diamine